N-phenyl-[1,1':3',1''-terphenyl]-2'-amine C1(=CC=CC=C1)NC1=C(C=CC=C1C1=CC=CC=C1)C1=CC=CC=C1